tert-butyl (2R,3S,4S)-4-[(tert-butoxycarbonyl)oxy]-2-[(4-ethynylphenyl)methyl]-3-[(methylcarbamoyl)oxy]pyrrolidine-1-carboxylate C(C)(C)(C)OC(=O)O[C@@H]1[C@H]([C@H](N(C1)C(=O)OC(C)(C)C)CC1=CC=C(C=C1)C#C)OC(NC)=O